C(#N)C=1C=C2C(=CC1)NC(C21CCN(CC1)CCOC1=CC=C(C=C1)C1(COC1)C(=O)N(C)C)=O 3-[4-(2-{5-cyano-2-oxo-1,2-dihydrospiro[indole-3,4'-piperidin]-1'-yl}ethoxy)phenyl]-N,N-dimethyloxetane-3-carboxamide